1-(2,2-dimethyl-1,3-dioxane-5-yl)-1,2,3,4-tetrahydro-beta-carboline-3-carboxylic acid CC1(OCC(CO1)C1NC(CC=2C3=CC=CC=C3NC12)C(=O)O)C